C(C)C1OCC1COCCCCCC Ethyl-3-hexyloxymethyloxetane